OC[C@H]1O[C@@H]([C@H]([C@H]([C@@H]1O)O)O)OC (2R,3S,4S,5S,6S)-2-(hydroxymethyl)-6-methoxy-tetrahydropyran-3,4,5-triol